CN(CCCCC(=O)NCC(=O)N1C(CCC1)C(=O)N)C 1-{2-[5-(dimethylamino)pentanoylamino]acetyl}pyrrolidine-2-carboxamide